COCCN1C(COC2=C(C1=O)OC1=C2C=CC=C1)(C(=O)N[C@@H](C)C1=CC=CC=C1)C 4-(2-methoxyethyl)-3-methyl-5-oxo-N-((s)-1-phenylethyl)-2,3,4,5-tetrahydrobenzofuro[2,3-f][1,4]oxazepine-3-carboxamide